C(C)OC(CC(=O)CCl)=O L-4-chloroacetoacetic acid ethyl ester